(2-(2-aminoethoxy)ethyl)-3-(2-hydroxyethyl)urea NCCOCCNC(=O)NCCO